tert-Butyl (4-(6-(3-(2-bromo-6-methoxypyridin-3-yl)-6-fluoro-4-oxo-7-(trifluoro-methyl)-3,4-dihydroquinazolin-1(2H)-yl)-2,3-difluorophenyl)butan-2-yl)carbamate BrC1=NC(=CC=C1N1CN(C2=CC(=C(C=C2C1=O)F)C(F)(F)F)C1=CC=C(C(=C1CCC(C)NC(OC(C)(C)C)=O)F)F)OC